FC1(CCC(CC1)C=1C=2N(N=C(C1)C=1C(NC(NC1)=O)=O)C=CN2)F 5-(8-(4,4-difluorocyclohexyl)imidazo[1,2-b]pyridazin-6-yl)pyrimidine-2,4(1H,3H)-dione